O(C1=CC=CC=C1)C1=CC=C(C(=O)O)C=C1 L-4-phenoxybenzoic acid